C(C=C)(=O)N1C[C@@H](CCC1)C1=CN(C=2C(=NNC(C21)=O)N)C2=CC=C(C=C2)OC2=C(C(=CC=C2)F)F (S)-3-(1-Acryloylpiperidin-3-yl)-7-amino-1-(4-(2,3-difluorophenoxy)phenyl)-1,5-dihydro-4H-pyrrolo[2,3-d]pyridazin-4-on